1-(1-(2-aminothiazol-5-yl)-2-((2R,6R)-2,6-dimethylmorpholino)ethyl)-5,5-difluoropiperidin-2-one NC=1SC(=CN1)C(CN1C[C@H](O[C@@H](C1)C)C)N1C(CCC(C1)(F)F)=O